ClC1=CC=C(C=C1)C1=CN=C(O1)S(=O)(=O)CC1=CC(=CC=C1)C(F)(F)F 5-(4-chlorophenyl)-2-((3-(trifluoromethyl)benzyl)sulfonyl)oxazole